C(=O)O.NC[C@H]1CN(CCO1)C(=O)N1CCN(CC1)C(=O)C1=C(C=C(NC=2C=3N(C=CN2)C(=CN3)C3=C(C(=C(OCC#N)C=C3)F)Cl)C=C1)C 2-[4-[8-[4-[4-[(2S)-2-(aminomethyl)morpholine-4-carbonyl]piperazine-1-carbonyl]-3-methyl-anilino]imidazo[1,2-a]pyrazin-3-yl]-3-chloro-2-fluoro-phenoxy]acetonitrile formate